CC1=C(C(=O)OCC2=CC3=NC(=CC=C3N2S(=O)(=O)C2=CC=C(C)C=C2)Cl)C=CC(=C1)NC1=C(N=C2N1C=CC(=C2)C2=CC=CC=C2)C2=CC=CC=C2 (5-chloro-1-tosyl-1H-pyrrolo[3,2-b]pyridin-2-yl)methanol methyl-4-((2,7-diphenylimidazo[1,2-a]pyridin-3-yl)amino)benzoate